1-(4-(4-morpholino-6-(piperazin-1-yl)-1,3,5-triazin-2-yl)phenyl)-3-(1-oxo-1,3-dihydroisobenzofuran-5-yl)urea O1CCN(CC1)C1=NC(=NC(=N1)N1CCNCC1)C1=CC=C(C=C1)NC(=O)NC=1C=C2COC(C2=CC1)=O